C(C)(=O)C1=NN(C2=CC(=CC=C12)NC(OCCCCC=C)=O)CC(=O)N1[C@@H]2C[C@@]2(C[C@H]1C(NC1=NC(=CC=C1C)Br)=O)COCC=C Hex-5-en-1-yl (3-Acetyl-1-(2-((1R,3S,5S)-5-((allyloxy)methyl)-3-((6-bromo-3-methylpyridin-2-yl)carbamoyl)-2-azabicyclo[3.1.0]hexan-2-yl)-2-oxoethyl)-1H-indazol-6-yl)carbamate